(R)-N-(2-chloro-4-fluoro-3-((5-methyl-4-oxo-3-(tetrahydrofuran-3-yl)-3,4-dihydroquinazolin-6-yl)amino)phenyl)propane-1-sulfonamide trifluoroacetate FC(C(=O)O)(F)F.ClC1=C(C=CC(=C1NC=1C(=C2C(N(C=NC2=CC1)[C@H]1COCC1)=O)C)F)NS(=O)(=O)CCC